N(=[N+]=[N-])C[C@H]1C[C@H](CC1)NC(OC(C)(C)C)=O tert-butyl N-[(1S,3R)-3-(azidomethyl)cyclopentyl]carbamate